ClC=1C=C(C=CC1)N1C([C@@H](CC1)C(=O)NC1C2CCC(C1)N2C#N)=O (3S)-1-(3-chlorophenyl)-N-(7-cyano-7-azabicyclo[2.2.1]heptan-2-yl)-2-oxo-3-pyrrolidinecarboxamide